1-{4-[5-(p-Fluorophenyl)-2H-1,2,3,4-tetraazol-2-yl]-1-piperidyl}-2-(4-methyl-3-furazanyl)-1-ethanone FC1=CC=C(C=C1)C=1N=NN(N1)C1CCN(CC1)C(CC1=NON=C1C)=O